(6-(4-((4-(1H-pyrazol-4-yl)phenyl)amino)-5-fluoropyrimidin-2-yl)-3,4-dihydroisoquinolin-2(1H)-yl)(4,4-difluorocyclohexyl)methanone N1N=CC(=C1)C1=CC=C(C=C1)NC1=NC(=NC=C1F)C=1C=C2CCN(CC2=CC1)C(=O)C1CCC(CC1)(F)F